sec-butyloxycarbonyl-toluene C(C)(CC)OC(=O)CC1=CC=CC=C1